8-(4-(7-(benzyloxy)-3-phenyl-2H-chromen-4-yl)phenyl)-3-(dimethoxymethyl)-1-oxa-8-azaspiro[4.5]decane C(C1=CC=CC=C1)OC1=CC=C2C(=C(COC2=C1)C1=CC=CC=C1)C1=CC=C(C=C1)N1CCC2(CC(CO2)C(OC)OC)CC1